(R)-2-amino-N-((R)-2-cyclopropyl-1-((3aS,4S,6S,7aR)-3a,5,5-trimethyl-hexahydro-4,6-methanobenzo[d][1,3,2]dioxaborol-2-yl)ethyl)-3-methoxypropanamide hydrochloride Cl.N[C@@H](C(=O)N[C@@H](CC1CC1)B1O[C@@]2([C@H](O1)C[C@H]1C([C@@H]2C1)(C)C)C)COC